6-(2-hydroxy-1-((1-methylcyclobutyl)-amino)ethyl)-4-(trifluoromethyl)isoindolin-1-one OCC(NC1(CCC1)C)C1=CC(=C2CNC(C2=C1)=O)C(F)(F)F